CC=1C(=NN2C1C=C(C=C2)OC2=NC=CC=C2OCC(F)(F)F)C(=O)[O-].[Li+] lithium 3-methyl-5-((3-(2,2,2-trifluoroethoxy)pyridin-2-yl)oxy)pyrazolo[1,5-a]pyridine-2-carboxylate